6-[4-(cyclopropylmethoxy)phenyl]-N-[(5-fluoro-2-morpholino-3-pyridinyl)methyl]pyridazine-4-carboxamide C1(CC1)COC1=CC=C(C=C1)C1=CC(=CN=N1)C(=O)NCC=1C(=NC=C(C1)F)N1CCOCC1